FC1=CC=C(C(=O)N[C@H](C(=O)N(C)C2=CC=C(C=C2)S(=O)(=O)Cl)CC2=CC=CC=C2)C=C1 (S)-4-(2-(4-fluorobenzamido)-N-methyl-3-phenylpropanamido)benzene-1-sulfonyl chloride